O=C1NC(CCC1N1C(C2=CC=C(C=C2C1)OCCCCC=O)=O)=O 5-((2-(2,6-dioxopiperidin-3-yl)-1-oxoisoindolin-5-yl)oxy)pentanal